C(=C\C(=O)O)\C(=C/C(=O)O)\C(=O)O 3-carboxy-cis,cis-muconic acid